sodium para-toluenesulfinate CC1=CC=C(C=C1)S(=O)[O-].[Na+]